C1(CC1)N1C=C(C(C2=CC(=C(C=C12)N1CCNCC1)F)=O)C(=O)O 1-cyclopropyl-6-fluoro-4-oxo-7-(piperazin-1-yl)-1,4-dihydroquinoline-3-carboxylic acid